tert-butyl 7-(7-bromo-8-fluoro-6-iodo-2-{[1-(2-methoxyethyl) piperidin-4-yl] oxy} quinazolin-4-yl)-2,7-diazaspiro[3.5]nonane-2-carboxylate BrC1=C(C=C2C(=NC(=NC2=C1F)OC1CCN(CC1)CCOC)N1CCC2(CN(C2)C(=O)OC(C)(C)C)CC1)I